3,4-dihydro-1H-pyrido[2,3-b]pyrazin-2-one N1C2=C(NCC1=O)N=CC=C2